4-((1-cyclopropyl-3-(tetrahydro-2H-pyran-4-yl)-1H-pyrazol-4-yl)oxy)-6-methoxyquinolin-7-ol C1(CC1)N1N=C(C(=C1)OC1=CC=NC2=CC(=C(C=C12)OC)O)C1CCOCC1